5-(difluoromethyl)-N,N-bis(4-methoxybenzyl)-3-(1-methoxyeth-yl)pyridin-2-amine FC(C=1C=C(C(=NC1)N(CC1=CC=C(C=C1)OC)CC1=CC=C(C=C1)OC)C(C)OC)F